(E)-N-(4-(8-(4-chloro-1,2,6-trimethyl-1H-benzo[d]imidazol-5-yl)-1-vinylindolizine-3-carbonyl)-2,6-difluorophenyl)-4-(((1r,4r)-4-methoxycyclohexyl)amino)but-2-enamide ClC1=C(C(=CC=2N(C(=NC21)C)C)C)C2=CC=CN1C(=CC(=C21)C=C)C(=O)C2=CC(=C(C(=C2)F)NC(\C=C\CNC2CCC(CC2)OC)=O)F